trans-8-((4-((cyclobutylmethyl)(4-fluoro-2-(hydroxymethyl)phenyl)amino)cyclohexyl)(methyl)amino)-5-methyl-6-oxo-5,6-dihydro-1,5-naphthyridine-2,7-dicarbonitrile C1(CCC1)CN([C@@H]1CC[C@H](CC1)N(C1=C(C(N(C=2C=CC(=NC12)C#N)C)=O)C#N)C)C1=C(C=C(C=C1)F)CO